O[C@H](C)C1=NC(=C2C=CN=CC2=C1)NC(C)C 7-((R)-1-hydroxyethyl)-5-(isopropylamino)-2,6-naphthyridine